C(CCCCCCCCCCC)NCCC(=O)[O-] β-dodecylaminopropionate